rac-4-(2-((3aR,5s,6aS)-5-((2-fluoropyridin-3-yl)oxy)hexahydrocyclopenta[c]pyrrol-2(1H)-yl)-1-hydroxyethyl)phenol FC1=NC=CC=C1OC1C[C@@H]2[C@@H](CN(C2)CC(O)C2=CC=C(C=C2)O)C1